(S)-2-amino-N1-((1-(2-oxo-2-((6-(trifluoromethoxy)benzo[d]thiazol-2-yl)amino)ethyl)cyclohexyl)methyl)pentanediamide N[C@H](C(=O)NCC1(CCCCC1)CC(NC=1SC2=C(N1)C=CC(=C2)OC(F)(F)F)=O)CCC(=O)N